(1,2,3,4-tetrahydroquinoline-8-sulfonyl)-1-benzofuran-2-carboxamide N1CCCC2=CC=CC(=C12)S(=O)(=O)C1=C(OC2=C1C=CC=C2)C(=O)N